CN1C(=NC(=C1)C(F)(F)F)C1=CC=C(C=C1)COC1=C2NC=NC2=NC(=N1)C1=C(C=CC=C1)C(F)(F)F 6-[[4-[1-methyl-4-(trifluoromethyl)imidazol-2-yl]phenyl]methoxy]-2-[2-(trifluoromethyl)phenyl]-7H-purine